(R)-1-((10-hydroxy-7-(4,4,4-trifluoro-2-(2,2,2-trifluoroethyl)butanoyl)-7-azaspiro[4.5]decan-10-yl)methyl)-4-phenyl-5-(piperazine-1-carbonyl)pyridin-2(1H)-one O[C@@]1(CCN(CC12CCCC2)C(C(CC(F)(F)F)CC(F)(F)F)=O)CN2C(C=C(C(=C2)C(=O)N2CCNCC2)C2=CC=CC=C2)=O